2-((6-fluoropyridin-3-yl)oxy)-1-(2-(5-(trifluoromethyl)-1,2,4-oxadiazol-3-yl)-6,7-dihydrothieno[3,2-c]pyridin-5(4H)-yl)ethan-1-one FC1=CC=C(C=N1)OCC(=O)N1CC2=C(CC1)SC(=C2)C2=NOC(=N2)C(F)(F)F